C(C)(C)(C)OC(=O)C=1C=C(C=CC1)C=1SC=C(N1)C(=O)O 2-(3-(tertbutoxycarbonyl)phenyl)thiazole-4-carboxylic acid